C(C)(C)S(=O)(=O)N1C=CC2=C(C=CC=C12)C=1C2=C(C=3NC(C=4N(C3C1C)C(=NN4)C)(C)C)CCO2 6-(1-(isopropylsulfonyl)-1H-indol-4-yl)-3,5,11,11-tetramethyl-8,9,10,11-tetrahydrofuro[3,2-f][1,2,4]triazolo[4,3-a]quinoxaline